C(NC(=O)C1=NC=NC=C1)([2H])([2H])[2H] N-(methyl-d3)pyrimidine-4-carboxamide